3-(2-((3S,4R)-3,4-difluoro-pyrrolidin-1-yl)ethyl)-5-methyl-6-oxo-pyridazin F[C@H]1CN(C[C@H]1F)CCC1=NNC(C(=C1)C)=O